tert-butyl-(1-(1-(2-((tert-butoxycarbonyl)amino)acetamido)-3-(p-tolyl)propan-2-yl)-3-(4-methylbenzyl)-1,3-dihydro-2H-benzo[d]imidazol-2-ylidene)carbamate C(C)(C)(C)OC(N=C1N(C2=C(N1C(CNC(CNC(=O)OC(C)(C)C)=O)CC1=CC=C(C=C1)C)C=CC=C2)CC2=CC=C(C=C2)C)=O